N-{2-[(3S,4R)-3-fluoro-4-methoxypiperidin-1-yl]pyrimidin-4-yl}-8-[3-(methanesulfonyl-methyl)azetidin-1-yl]-5-(propan-2-yl)-2,7-naphthyridin-3-amine F[C@H]1CN(CC[C@H]1OC)C1=NC=CC(=N1)NC=1N=CC2=C(N=CC(=C2C1)C(C)C)N1CC(C1)CS(=O)(=O)C